6-chloro-N-(3-(hydrazinecarbonyl)bicyclo[1.1.1]pentan-1-yl)chroman-2-carboxamide ClC=1C=C2CCC(OC2=CC1)C(=O)NC12CC(C1)(C2)C(=O)NN